C(C)C(C)(CCCC)O 2-ethylhexan-2-ol